2-tridecen-1-aldehyde C(C=CCCCCCCCCCC)=O